tetramethylene bis(ethylfumarate) C(C)/C(/C(=O)OCCCCOC(\C(=C\C(=O)[O-])\CC)=O)=C\C(=O)[O-]